N-(2-(2-ethyl-4-oxo-10-((2-(trimethylsilyl)ethoxy)methyl)-4,10-dihydrobenzo[4,5]imidazo[1,2-a]pyrimidin-3-yl)phenyl)acrylamide C(C)C=1N=C2N(C(C1C1=C(C=CC=C1)NC(C=C)=O)=O)C1=C(N2COCC[Si](C)(C)C)C=CC=C1